1-methyl-3-hydroxyethyl-imidazole chloride salt [Cl-].CN1CN(C=C1)CCO